(S)-3-(3-(6-bromo-7-((1-(ethylsulfonyl)pyrrolidine-3-yl)amino)-3H-imidazo[4,5-b]pyridine-2-yl)-2,5-dimethyl-1H-pyrrol-1-yl)-N-(2-morpholinoethyl)benzamide BrC=1C(=C2C(=NC1)NC(=N2)C2=C(N(C(=C2)C)C=2C=C(C(=O)NCCN1CCOCC1)C=CC2)C)N[C@@H]2CN(CC2)S(=O)(=O)CC